S1C(=NC2=C1C=C1CCCC1=C2)NC([C@@H](C)O)=O (R)-N-(6,7-dihydro-5H-indeno[5,6-d]thiazol-2-yl)-2-hydroxypropanamide